ClC=1C(=NC=CC1C1=NN(C2=NC(=C(N=C21)CO)N2CCC(CC2)(C(=O)NC=2C=NC=CC2)C)C2OCCCC2)F 1-[3-(3-chloro-2-fluoropyridin-4-yl)-5-(hydroxymethyl)-1-(oxane-2-yl)-1H-pyrazolo[3,4-b]pyrazine-6-yl]-4-methyl-N-(pyridin-3-yl)piperidine-4-carboxamide